C1(CC1)C=1C=CC(=NC1CC1=CC=C(C=C1)F)C(NC(C(NCCOCCOCCOCCOCCNC(OC(C)(C)C)=O)=O)(CC)CC)=O tert-butyl (1-(5-cyclopropyl-6-(4-fluorobenzyl)pyridin-2-yl)-3,3-diethyl-1,4-dioxo-8,11,14,17-tetraoxa-2,5-diazanonadecan-19-yl)carbamate